2'-((cyclopropylmethyl)amino)-[2,4'-bipyridine]-6-carboxamide C1(CC1)CNC1=NC=CC(=C1)C1=NC(=CC=C1)C(=O)N